sodium 4,4'-dinitrostilbene-2,2'-disulfonate [N+](=O)([O-])C=1C=C(C(=CC1)C=CC=1C(=CC(=CC1)[N+](=O)[O-])S(=O)(=O)[O-])S(=O)(=O)[O-].[Na+].[Na+]